ethynyl-biphenyl C(#C)C1=C(C=CC=C1)C1=CC=CC=C1